C(C)(C)N1SC2=NC=CC=C2C1=O 2-Isopropylisothiazolo[5,4-b]pyridin-3(2H)-one